tert-butyl (R)-(1-(4-(2-chloropyridin-3-yl)phenyl)-2-hydroxyethyl)carbamate ClC1=NC=CC=C1C1=CC=C(C=C1)[C@H](CO)NC(OC(C)(C)C)=O